C(C1=CC=CC=C1)OC1=C(C=C(C=C1)C1=NC2=C3N=CC=CC3=CC=C2C=C1)C=1SC2=C(N1)C=CC=C2 2-(2-benzyloxy-5-(1,10-phenanthroline-2-yl)phenyl)benzothiazole